3-(5-(4-((2-oxa-7-azaspiro[3.5]nonan-7-yl)methyl)pyridin-2-yl)-1-oxoisoindolin-2-yl)piperidine-2,6-dione C1OCC12CCN(CC2)CC2=CC(=NC=C2)C=2C=C1CN(C(C1=CC2)=O)C2C(NC(CC2)=O)=O